C(C1=CC=CC=C1)N1CCC(CC1)(F)\C=C/1\C(C2=CC=C(C=C2C1)Br)=O (E)-2-((1-benzyl-4-fluoropiperidin-4-yl)methylene)-5-bromo-2,3-dihydro-1H-inden-1-one